N-Hydroxy-1-(2-((2-hydroxyethyl)amino)ethyl)-1H-pyrazole-3-carboxamide ONC(=O)C1=NN(C=C1)CCNCCO